1-([1,2,4]triazolo[4,3-a]pyrazin-8-yl)-N-(3-bromophenyl)-N-(furan-2-ylmethyl)methylamine N=1N=CN2C1C(=NC=C2)CN(CC=2OC=CC2)C2=CC(=CC=C2)Br